[N+](=O)([O-])C1C(CCCC1)CC(=O)OCC ethyl 2-(2-nitrocyclohexyl)acetate